C(CC)O[Si](O[SiH](C)C)(C)C 1-propoxy-1,1,3,3-tetramethyldisiloxane